ClC1=CC(=C(C=C1)S(=O)(=O)NC(C(=O)OC)C(C)C1=C(C(=CC=C1F)C)C)CCOS(=O)(=O)C methyl 2-((4-chloro-2-(2-((methylsulfonyl)oxy)ethyl)phenyl)sulfonamido)-3-(6-fluoro-2,3-dimethylphenyl)butanoate